4-amino-7-fluoro-1-methylpyrazolo[4,3-c]quinoline-8-carbonyl chloride NC1=NC=2C=C(C(=CC2C2=C1C=NN2C)C(=O)Cl)F